The molecule is a scalarane sesterterpenoid isolated from the marine sponge Hyrtios erectus that exhibits antineoplastic activity. It has a role as a metabolite and an antineoplastic agent. It is a gamma-lactone, a secondary alcohol, an organic heteropentacyclic compound and a scalarane sesterterpenoid. C[C@]12CCCC([C@@H]1CC[C@@]3([C@@H]2C[C@H]([C@]4([C@H]3C[C@@H](C5=CC(=O)O[C@@H]54)O)C)O)C)(C)C